1-(3-azido-2-(tetradecyloxy)propoxy)tetradecane N(=[N+]=[N-])CC(COCCCCCCCCCCCCCC)OCCCCCCCCCCCCCC